[1-(4-bromo-2-methylphenyl)-2-hydroxyethyl]-3,5-dichloroisonicotinamide BrC1=CC(=C(C=C1)C(CO)C=1C(=C(C(=O)N)C(=CN1)Cl)Cl)C